(2S)-N-(benzofuran-6-ylmethyl)-1-(N-cyclopropyl-4-methoxyphenylsulfonimidoyl)-N-(4,4-difluorocyclohexyl)pyrrolidine-2-carboxamide O1C=CC2=C1C=C(C=C2)CN(C(=O)[C@H]2N(CCC2)S(=O)(=NC2CC2)C2=CC=C(C=C2)OC)C2CCC(CC2)(F)F